(7S)-9-(2,6-difluorophenyl)-N-(2-hydroxy-2-methyl-propyl)-7-methyl-13-oxa-18-thia-2,5,8-triazatetracyclo[8.8.0.02,6.011,17]octadeca-1(10),3,5,8,11(17)-pentaene-4-carboxamide FC1=C(C(=CC=C1)F)C1=N[C@H](C2=NC(=CN2C=2SC=3CCCOCC3C12)C(=O)NCC(C)(C)O)C